CC1=CC=C(C=C1)S(=O)(=O)OCCCCCCCCN(C)C(=O)OC(C)(C)C 8-[tert-butoxycarbonyl(methyl)amino]octyl 4-methylbenzenesulfonate